6-chloro-N-(2-fluoro-3-{2-[(1-methylpiperidin-4-yl)amino]quinazolin-6-yl}phenyl)-1-hydroxy-2,3-dihydro-1H-indene-4-sulfonamide ClC=1C=C(C=2CCC(C2C1)O)S(=O)(=O)NC1=C(C(=CC=C1)C=1C=C2C=NC(=NC2=CC1)NC1CCN(CC1)C)F